CC1=CNC(C=2C=CC=NC12)=O 8-methyl-6H-1,6-naphthyridin-5-one